O1CC(C1)N1C(=NC(=C1)C(F)(F)F)C1=CC=C(C=C1)CN (4-(1-(oxetane-3-yl)-4-(trifluoromethyl)-1H-imidazol-2-yl)phenyl)methylamine